1-chloro-1,4,4-triethyl-1,4-disilacyclohexane Cl[Si]1(CC[Si](CC1)(CC)CC)CC